C(C=C)(=O)OCCCCCCCCCCC1=C(C(C(=O)O)=CC=C1C(=O)O)C(=O)O acryloyloxydecyltrimellitic acid